N1=C(C=CC=2CCCNC12)CCCCNC1CCN(CC1)CC(=O)O 2-(4-(4-(5,6,7,8-tetrahydro-1,8-naphthyridin-2-yl)butylamino)piperidin-1-yl)acetic acid